(5R)-4-chloro-5-methyl-5,6,7,8-tetrahydroquinoline ClC1=CC=NC=2CCC[C@H](C12)C